C(C)(=O)C=1C=C(C=C2C(N(C(=NC12)OCC(C)C)C)=O)C 8-acetyl-3,6-dimethyl-2-(2-methylpropoxy)quinazolin-4-one